2-methylthio-5-(ethoxycarbonyl)pyrimidine-4-carboxylic acid CSC1=NC=C(C(=N1)C(=O)O)C(=O)OCC